6-[4-fluoro-2-(methoxymethyl)phenyl]-2-(2-pyridyloxymethyl)imidazo[1,2-a]pyrimidine FC1=CC(=C(C=C1)C=1C=NC=2N(C1)C=C(N2)COC2=NC=CC=C2)COC